FC(OC1=C(C=C(C=C1)N1N=C(C(C1=O)C(=O)OC1=CC=C(C=C1)[N+](=O)[O-])C)OC)F (4-nitrophenyl) 1-[4-(difluoromethoxy)-3-methoxy-phenyl]-3-methyl-5-oxo-4H-pyrazole-4-carboxylate